6-((2s,6r)-2-(1-cyclopropyl-1H-pyrazol-4-yl)-6-methylmorpholino)-8-(2-fluoro-4-(trifluoromethyl)phenyl)-2,3-dimethylpyrimidino[5,4-d]pyrimidin-4(3H)-one C1(CC1)N1N=CC(=C1)[C@@H]1O[C@@H](CN(C1)C=1N=C(C=2N=C(N(C(C2N1)=O)C)C)C1=C(C=C(C=C1)C(F)(F)F)F)C